3-bromo-5-(sec-butoxy)-2-fluorobenzaldehyde BrC=1C(=C(C=O)C=C(C1)OC(C)CC)F